[SH+]1C=CC=C1 1H-thiophen-1-ium